diazobenzene [N+](=[N-])=C1CC=CC=C1